C(C)(C)(C)OC(=O)N[C@@H]([C@@H](C(=O)NC(C(=O)O)C(C)C1=CC=CC=C1)O)CC1=CC=CC=C1 2-[[(2S,3R)-3-(tert-butoxycarbonylamino)-2-hydroxy-4-phenyl-butanoyl]amino]-3-phenyl-butanoic acid